CC1=NN(C2=NC(=NC=C21)N2CC1(CN(C1)C1=NC(=NC(=C1)C(F)(F)F)C)CC2)C2COC2 6-[3-methyl-1-(oxetan-3-yl)-1H-pyrazolo[3,4-d]pyrimidin-6-yl]-2-[2-methyl-6-(trifluoromethyl)pyrimidin-4-yl]-2,6-diazaspiro[3.4]octane